FC1=C(C=2C=NC(=NC2C=C1C=1C=NC=CC1C)NC1=CC=C(C=C1)CS(=O)(=O)C)N 6-fluoro-7-(4-methylpyridin-3-yl)-N~2~-{4-[(methylsulfonyl)methyl]phenyl}quinazoline-2,5-diamine